N-(cyclopropylaminothiocarbonyl)-2-(2-methylpyridin-4-yl)-2-(4-(trifluoromethyl)pyridin-2-yl)acetamide C1(CC1)NC(=S)NC(C(C1=NC=CC(=C1)C(F)(F)F)C1=CC(=NC=C1)C)=O